ClC1=CC2=C(N=C(N=C2NCC2=CSC=C2)N2CCN(CC2)C)C=N1 6-chloro-2-(4-methylpiperazin-1-yl)-N-(thiophen-3-ylmethyl)pyrido[3,4-d]pyrimidin-4-amine